4-((4-((3-bromo-2-hydroxy-4-((4-hydroxy-2-methoxy-6-methylbenzoyl)oxy)-5,6-dimethylbenzoyl)oxy)-2,3,6-trimethylbenzoyl)oxy)-2,3,5,6-tetramethylbenzoic acid BrC=1C(=C(C(=O)OC2=C(C(=C(C(=O)OC3=C(C(=C(C(=O)O)C(=C3C)C)C)C)C(=C2)C)C)C)C(=C(C1OC(C1=C(C=C(C=C1C)O)OC)=O)C)C)O